C(C)(C)(C)[Si](OCC(=O)OC1=C(C(=CC(=C1)CCCCC)OC(CO[Si](C)(C)C(C)(C)C)=O)[C@@H]1C=C(CC[C@H]1C(=C)C)C)(C)C {2-[(tert-butyldimethylsilyl)oxy]acetoxy}-2-[(1R,6R)-3-methyl-6-(prop-1-en-2-yl)cyclohex-2-en-1-yl]-5-pentylphenyl 2-[(tert.Butyldimethylsilyl)oxy]acetate